N(=[N+]=[N-])CCOC[C@]1(C[C@H](N(C1)C(CNC(=O)C=1C=CC=2C(C3=CC=CC=C3C2C1)(F)F)=O)C(=O)OCC)F ethyl (2S,4R)-4-((2-azidoethoxy)methyl)-1-((9,9-difluoro-9H-fluorene-3-carbonyl)glycyl)-4-fluoropyrrolidine-2-carboxylate